tert-butyl (2R)-2-[[2-(4,6-dimethylpyrimidin-5-yl)-4-nitro-phenoxy]methyl]piperidine-1-carboxylate CC1=NC=NC(=C1C1=C(OC[C@@H]2N(CCCC2)C(=O)OC(C)(C)C)C=CC(=C1)[N+](=O)[O-])C